N-(5-ethynyl-2-fluoro-phenyl)-6-imidazolidin-1-yl-pyrido[3,2-d]pyrimidin-4-amine C(#C)C=1C=CC(=C(C1)NC=1C2=C(N=CN1)C=CC(=N2)N2CNCC2)F